C(=O)O.N1CCC(CC1)CC(=O)OCN1/C(/SC(=N1)OC)=N/C(=O)C=1C=NC(=CC1C1=CC(=NC=C1OC)Cl)C (Z)-(2-((2'-chloro-5'-methoxy-6-methyl-[4,4'-bipyridine]-3-carbonyl)imino)-5-methoxy-1,3,4-thiadiazol-3(2H)-yl)methyl 2-(piperidin-4-yl)acetate, formic acid salt